N1C=C(C2=CC=CC=C12)\C=C/1\C(N(C(N1)=S)CC)=O (Z)-5-((1H-indol-3-yl)methylene)-3-ethyl-2-thioxoimidazolidin-4-one